C(C)(C)(C)OC(=O)N1CCC2(CC1)COC1=C2C=CC=C1OC 7-methoxy-2H-spiro[benzofuran-3,4'-piperidine]-1'-carboxylic acid tert-butyl ester